(S)-tert-butyl (piperidin-3-ylmethyl)carbamate N1C[C@H](CCC1)CNC(OC(C)(C)C)=O